[I-].C(CCCCC)OC=1C(=NSN1)C1=CCC[N+](C1)(C(C(C)C)OC(CCCCCCCCCCCC)=O)C 5-(4-(Hexyloxy)-1,2,5-thiadiazol-3-yl)-1-methyl-1-(2-methyl-1-(tridecanoyloxy)propyl)-1,2,3,6-tetrahydropyridin-1-ium iodide